diethoxy-bis(dimethoxyethylbutyl)amine C(C)OC(C(CC(OC)OC)(NC(CCC)CC(OC)OC)OCC)CC